O\N=C(\C1=C(C=CC=C1)OC)/Cl (Z)-N-hydroxy-2-methoxybenzimidoyl chloride